Cl.Cl.N[C@H](C(=O)OCC(F)(F)F)CC=1C=NC(=NC1)OC1=CC=CC=C1 2,2,2-Trifluoroethyl (S)-2-amino-3-(2-phenoxypyrimidin-5-yl)propanoate dihydrochloride